1-[[4-[2-(3-fluorophenyl)ethynyl]phenyl]methyl]-3-methyl-azetidin-3-ol FC=1C=C(C=CC1)C#CC1=CC=C(C=C1)CN1CC(C1)(O)C